5'-(4-fluorophenyl)-3'-isopropyl-N-(4-(2-methyl-2,7-diazaspiro[3.5]nonan-7-yl)phenyl)-1H,3'H-[2,4'-biimidazole]-5-carboxamide FC1=CC=C(C=C1)C1=C(N(C=N1)C(C)C)C=1NC(=CN1)C(=O)NC1=CC=C(C=C1)N1CCC2(CN(C2)C)CC1